C[N+](C)(C)CC(CC(=O)[O-])OC(=O)CCCCC(=O)[O-] The molecule is a dicarboxylic acid monoanion that is the conjugate base of O-adipoylcarnitine; major spoecies at pH 7.3. It is a conjugate base of an O-adipoylcarnitine.